COC1(CCOCC1)C1COC2=CC=CC=C2C1N 3-(4-METHOXYTETRAHYDROPYRAN-4-YL)CHROMAN-4-AMINE